ClCCCN(C)C 3-chloro-N,N-dimethylpropane-1-amine